C12C(C3CC(CC(C1)C3)C2)NC(CN2C(C=CC=C2)=O)=O 1-(2-(2-adamantylamino)-2-oxoethyl)-2-oxo-1,2-dihydropyridin